C1(=CC=CC=C1)C1(CC1)C=1NC(C=2CNCCCC2N1)=O 2-(1-phenylcyclopropyl)-3,5,6,7,8,9-hexahydro-4H-pyrimido[5,4-c]azepin-4-one